(5S,8R)-8-[(1S,2R)-7-chloro-2-fluoro-1-(methoxymethyloxy)-2,3-dihydro-1H-inden-4-yl]-3,5-difluoro-5,6,7,8-tetrahydronaphthalene-1-carbonitrile ClC=1C=CC(=C2C[C@H]([C@H](C12)OCOC)F)[C@H]1CC[C@@H](C=2C=C(C=C(C12)C#N)F)F